4-[(2,4-dichloro-5-methoxyphenyl)amino]-6-methoxy-7-[3-(4-propyl-1-piperazinyl)propoxy]-3-quinolinecarbonitrile ClC1=C(C=C(C(=C1)Cl)OC)NC1=C(C=NC2=CC(=C(C=C12)OC)OCCCN1CCN(CC1)CCC)C#N